N-((1R,2R)-1-(3-chloro-4-(trifluoromethoxy)phenyl)-1-hydroxy-3-(pyrrolidin-1-yl)propan-2-yl)-2-(2,3-dihydro-1H-inden-2-yl)acetamide ClC=1C=C(C=CC1OC(F)(F)F)[C@H]([C@@H](CN1CCCC1)NC(CC1CC2=CC=CC=C2C1)=O)O